N1(C=CC=C1)C=1C=C(C=NC1)C=1N=NN(C1)CC1=CC=C2C=C(N(C2=C1)C(=O)OC(C)(C)C)CN(CC1CCC1)C(=O)OC(C)(C)C Tert-butyl 6-((4-(5-(1H-pyrrol-1-yl)pyridin-3-yl)-1H-1,2,3-triazol-1-yl)methyl)-2-(((tert-butoxycarbonyl)(cyclobutylmethyl)amino)methyl)-1H-indole-1-carboxylate